tert-butyl (5-hydroxy-1H-indol-3-yl)carbamate OC=1C=C2C(=CNC2=CC1)NC(OC(C)(C)C)=O